4H-pyran-4-ylidene-propanedinitrile Ethyl-(2S)-2-[[(2S)-2-(tert-butoxycarbonylamino)-3-(4-fluorophenyl)propanoyl]amino]-4-(1-methyl-5-nitro-benzimidazol-2-yl)butanoate C(C)OC([C@H](CCC1=NC2=C(N1C)C=CC(=C2)[N+](=O)[O-])NC([C@H](CC2=CC=C(C=C2)F)NC(=O)OC(C)(C)C)=O)=O.O2C=CC(C=C2)=C(C#N)C#N